S1C(=CC=C1)C1(CN(CCO1)C(=O)OC(C)(C)C)C(F)(F)F tert-butyl 2-(thiophen-2-yl)-2-(trifluoromethyl)morpholine-4-carboxylate